N1C=C(C2=CC=CC=C12)C[C@@H](C(=O)N[C@H](C(=O)OC(C)C)CCC(C=[N+]=[N-])=O)SC isopropyl (S)-2-((S)-3-(1H-indol-3-yl)-2-(methylthio)propanamido)-6-diazo-5-oxohexanoate